CC(C)/C=C/C(=O)SCCNC(=O)CCNC(=O)[C@@H](C(C)(C)COP(=O)([O-])OP(=O)([O-])OC[C@@H]1[C@H]([C@H]([C@@H](O1)N2C=NC3=C(N=CN=C32)N)O)OP(=O)([O-])[O-])O The molecule is a monounsaturated fatty acyl-CoA(4-) arising from deprotonation of the phosphate and diphosphate functions of 4-methylpent-2-enoyl-CoA; major species at pH 7.3. It is a conjugate base of a 4-methylpent-2-enoyl-CoA.